N,N-dimethylcyclopropylamine hydrochloride Cl.CN(C)C1CC1